(Z)-5-bromo-1-(3-(morpholinyl)propyl)-3-(methoxyimino)indol-2-one BrC=1C=C2/C(/C(N(C2=CC1)CCCN1CCOCC1)=O)=N/OC